ClC1=CC(N(C(=N1)C)C1=C(C(=CC=C1)Cl)Cl)=O 6-chloro-3-(2,3-dichlorophenyl)-2-methyl-3,4-dihydro-pyrimidin-4-one